COC=1C=C(C=CC1)C1=NOC(=C1)N1C([C@@H]2N(CCNC2)CC1)=O (R)-8-(3-(3-Methoxyphenyl)isoxazol-5-yl)-9-oxooctahydro-2H-pyrazino[1,2-a]pyrazin